4-((3-(1-(Azetidin-3-ylmethyl)-1H-1,2,4-triazol-3-yl)-2-methoxyphenyl)amino)-6-(cyclopropanecarboxamido)-N-methylpyridazine-3-carboxamide trifluoroacetate FC(C(=O)O)(F)F.N1CC(C1)CN1N=C(N=C1)C=1C(=C(C=CC1)NC1=C(N=NC(=C1)NC(=O)C1CC1)C(=O)NC)OC